N1C(NCC2C1=CC=CN2)=O tetrahydropyridopyrimidinone